7-(S)-3-cyclopentyl-1-methyl-1-(1-(1-oxo-1,2-dihydroisoquinolin-4-yl)ethyl)urea C1CC(CC1)C1=CC=C2C(=CNC(C2=C1)=O)C(C)N(C(=O)N)C